C1(CCC1)C1=C(C(=O)N)C=C(C=C1NC1=NC=C(C(=N1)NC=1C=CC2=C(NC(O2)=O)C1)C)C(F)(F)F cyclobutyl-3-[5-methyl-4-(2-oxo-2,3-dihydro-benzooxazol-5-ylamino)-pyrimidin-2-ylamino]-5-trifluoromethyl-benzamide